BrC=1C=CC=2N=CN=C(C2N1)N 6-bromopyrido[3,2-d]pyrimidin-4-amine